benzyl 7-hydroxy-2-(3-iodophenyl)-2,6,6-trimethylheptanoate OCC(CCCC(C(=O)OCC1=CC=CC=C1)(C)C1=CC(=CC=C1)I)(C)C